O[C@H]1C[C@H](CCC1)C(=O)OC (1S,3R)-methyl 3-hydroxycyclohexanecarboxylate